(4,6-dimethoxypyrimidin-2-yl)-4-nitrobenzenesulfonamide COC1=NC(=NC(=C1)OC)C1=C(C=CC(=C1)[N+](=O)[O-])S(=O)(=O)N